2-(1-oxo-3-phenyl-1-(6-(pyridin-3-yl)-5,6-dihydropyridin-1(2H)-yl)propan-2-yl)isoindoline-1,3-dione O=C(C(CC1=CC=CC=C1)N1C(C2=CC=CC=C2C1=O)=O)N1CC=CCC1C=1C=NC=CC1